C(C)OC1(COC1)C=1C=C(C=CC1)C(=O)N1CC2CN(CC2C1)C1=CC=C(C=C1)C(F)(F)F (3-(3-ethoxyoxetan-3-yl)phenyl)(5-(4-(trifluoromethyl)phenyl)hexahydropyrrolo[3,4-c]pyrrol-2(1H)-yl)methanone